tert-butyl 2-hydroxy-5,8,10,11-tetrahydrooxepino[4,3-b:6,5-c']dipyridine-9(7H)-carboxylate OC1=CC=C2C(=N1)C1=C(CN(CC1)C(=O)OC(C)(C)C)COC2